ClC1=CC=C(C=N1)C1=NN(C2=CC=C(C=C12)O[C@H](C)C1=C(C=NC=C1Cl)Cl)C1OCCCC1 3-(6-chloro-3-pyridyl)-5-[(1R)-1-(3,5-dichloro-4-pyridyl)ethoxy]-1-tetrahydropyran-2-yl-indazole